C(C)(C)(C)OC(=O)N1C(CC=CC1)C1=C(C(=C(C=C1OC)Cl)Cl)Cl (2,3,4-trichloro-6-methoxyphenyl)-1,2,3,6-tetrahydropyridine-1-carboxylic acid tert-butyl ester